C(C)(C)N1CCN(CC1)CCNC=1C=NC2=CC=C(C=C2C1)C=1C(=NNC1)C1=NC(=CC=C1)C N-[2-(4-isopropylpiperazin-1-yl)ethyl]-6-[3-(6-methyl-2-pyridyl)-1H-pyrazol-4-yl]quinolin-3-amine